ethyl 2-methyl-5-((1-methyl-1H-pyrazol-5-yl)methoxy)benzofuran-3-carboxylate CC=1OC2=C(C1C(=O)OCC)C=C(C=C2)OCC2=CC=NN2C